Ethyl (2R,3S,4S,5R)-3-(6-(difluoromethyl)-2-hydroxypyridin-3-yl)-4,5-dimethyl-5-(trifluoromethyl)tetrahydrofuran-2-carboxylate FC(C1=CC=C(C(=N1)O)[C@H]1[C@@H](O[C@]([C@H]1C)(C(F)(F)F)C)C(=O)OCC)F